dodecylbenzenesulfonic acid ammonium salt [NH4+].C(CCCCCCCCCCC)C1=C(C=CC=C1)S(=O)(=O)[O-]